C(C)(C)(C)OCC1OC1 2-(t-butoxymethyl)oxirane